C(C)(C)(C)OC(=O)N1C[C@@H](N(CC1)CC=1N=NC(=CC1)C)C (S)-3-methyl-4-((6-methyl-pyridazin-3-yl)methyl)piperazine-1-carboxylic acid tert-butyl ester